N-((6-((3R,5S)-3,5-dimethylpiperazin-1-yl)-4-(trifluoromethyl)pyridin-2-yl)methyl)-5-(tetrahydro-2H-pyran-4-yl)pyrrolo[2,1-f][1,2,4]triazin-4-amine C[C@@H]1CN(C[C@@H](N1)C)C1=CC(=CC(=N1)CNC1=NC=NN2C1=C(C=C2)C2CCOCC2)C(F)(F)F